tert-butyl (6-(4-formylbenzyl)spiro[3.3]heptan-2-yl)carbamate C(=O)C1=CC=C(CC2CC3(CC(C3)NC(OC(C)(C)C)=O)C2)C=C1